BrC=1C=C(C=CC1)C1CN(CCN1C(CNC(\C=C\C1=C(C=C(C=C1)C(F)(F)F)F)=O)=O)CCCC(=O)O 4-[3-(3-bromophenyl)-4-[2-[[(E)-3-[2-fluoro-4-(trifluoromethyl)phenyl]prop-2-enoyl]amino]acetyl]piperazin-1-yl]butanoic acid